4-methoxy-2-isopropyl-aniline Bromine [Br].COC1=CC(=C(N)C=C1)C(C)C